N1=CC=C(C=C1)CC(=O)O 4-PYRIDINEACETIC ACID